N1(C=NC=C1)C1=CC=C(C=C1)C1C(=C(N=C2N1C(CS2)=O)C)C(=O)OC(C)C isopropyl 5-(4-(1H-imidazol-1-yl)phenyl)-7-methyl-3-oxo-2,3-dihydro-5H-thiazolo[3,2-a]pyrimidine-6-carboxylate